N,N-bis(3-bromophenyl)-9,9-dioctyl-9H-fluoren-2-amine BrC=1C=C(C=CC1)N(C1=CC=2C(C3=CC=CC=C3C2C=C1)(CCCCCCCC)CCCCCCCC)C1=CC(=CC=C1)Br